1-(1-(methylsulfonyl)-1H-pyrrole-3-carbonyl)-N-(4-(3-(pyridin-4-yl)phenyl)thiazol-2-yl)azetidine-2-carboxamide CS(=O)(=O)N1C=C(C=C1)C(=O)N1C(CC1)C(=O)NC=1SC=C(N1)C1=CC(=CC=C1)C1=CC=NC=C1